FC=1C=C2C[C@H](NC2=CC1)C (R)-5-fluoro-2-methylindoline